C(C)(C)(C)OC(=O)N1C(CCCC1)C1=NC(=CC=C1)OCC=1C=NC(=CC1)OC(F)F (6-((6-(difluoromethoxy)pyridin-3-yl)methoxy)pyridin-2-yl)piperidine-1-carboxylic acid tert-butyl ester